trans-tert-butyl 5-(2-((4-acetamidocyclohexyl)amino)-5-chloropyrimidin-4-yl)-3,6-dihydropyridine-1(2H)-carboxylate C(C)(=O)N[C@@H]1CC[C@H](CC1)NC1=NC=C(C(=N1)C1=CCCN(C1)C(=O)OC(C)(C)C)Cl